ClC(=O)N(C1CCN(CC1)C(=O)OCCCC)C Butyl 4-((chlorocarbonyl)(methyl)amino)piperidine-1-carboxylate